(S)-(6-((5-bromo-2-((3-ethyl-1,2,3,4,4a,5-hexahydrobenzo[b]pyrazino[1,2-d][1,4]oxazin-8-yl)amino)pyrimidin-4-yl)amino)quinoxalin-5-yl)dimethylphosphine oxide BrC=1C(=NC(=NC1)NC=1C=CC2=C(OC[C@H]3N2CCN(C3)CC)C1)NC=1C(=C3N=CC=NC3=CC1)P(C)(C)=O